ClC=1C(NN=CC1N1C[C@@H](CC1)OC1=NC=C(C(=C1)C1=CC=C(C=C1)S(=O)(=O)N1CCCCC1)Cl)=O (R)-4-chloro-5-(3-((5-chloro-4-(4-(piperidin-1-ylsulfonyl)phenyl)pyridin-2-yl)oxy)pyrrolidin-1-yl)pyridazin-3(2H)-one